NC1=NC=NN2C1=NC=C2C=2C=NN(C2)C=2C=C(C=CC2C)NC(=O)N2CC(=CC2)CC(F)(F)F N-(3-(4-(4-Aminoimidazo[2,1-f][1,2,4]triazin-7-yl)-1H-pyrazol-1-yl)-4-Methylphenyl)-3-(2,2,2-trifluoroethyl)-2,5-dihydro-1H-pyrrole-1-carboxamide